CC(CC)N1CC(CC1=O)C(=O)NCC1=C(C(=CC=C1)F)F 1-butan-2-yl-N-[(2,3-difluorophenyl)methyl]-5-oxopyrrolidine-3-carboxamid